5-[4-[5-(trifluoromethyl)-1,2,4-oxadiazol-3-yl]benzyl]-2,3-dihydro-1λ6,5-benzothiazepine-4-One FC(C1=NC(=NO1)C1=CC=C(CN2C(CC[SH4]C3=C2C=CC=C3)=O)C=C1)(F)F